4-oxo-4-(5-(4-(trifluoromethyl)phenyl)-3,4-dihydroisoquinolin-2(1H)-yl)butanenitrile O=C(CCC#N)N1CC2=CC=CC(=C2CC1)C1=CC=C(C=C1)C(F)(F)F